NC=1C=CC(=C(C(=O)NC(CF)C2=CC=CC3=CC=CC=C23)C1)C 5-Amino-N-(2-fluoro-1-(naphthalen-1-yl)ethyl)-2-methylbenzamide